S(=O)(=O)(ON1[C@@H]2CC[C@H](N(C1=O)C2)C(NS(=O)(=O)C2CCN(CC2)C(C)=O)=N)O (2S,5R)-2-(N-((1-acetylpiperidin-4-yl) sulfonyl) carbamimidoyl)-7-oxo-1,6-diazabicyclo[3.2.1]octan-6-yl hydrogen sulfate